CC(C)(N1N=CC(=C1)C1=NC=2N3C(N(C(C2N1)=O)CCC)=NC=C3)C=3C=C(C#N)C=CC3 3-[1-methyl-1-[4-(4-oxo-5-propyl-3H-imidazo[2,1-b]purin-2-yl)pyrazol-1-yl]ethyl]benzonitrile